2-methyl-1-((2-phenyl-7-((tetrahydro-2H-pyran-4-yl)amino)-1H-indol-5-yl)methoxy)propan-2-ol CC(COCC=1C=C2C=C(NC2=C(C1)NC1CCOCC1)C1=CC=CC=C1)(C)O